(3-((4-fluorophenyl)ethynyl)-4-iodophenyl)-3-(imidazo[1,2-a]pyridin-7-ylmethyl)urea FC1=CC=C(C=C1)C#CC=1C=C(C=CC1I)NC(=O)NCC1=CC=2N(C=C1)C=CN2